CC1=CC=C(C=C1)S(=O)(=O)OCCOCCOCCOCCOCCOCCOCCOCCOCCOCCOCCOC 2-[2-[2-[2-[2-[2-[2-[2-[2-[2-(2-methoxyethoxy) ethoxy]ethoxy]ethoxy]ethoxy]ethoxy]ethoxy]ethoxy]ethoxy]ethoxy]ethyl 4-methylbenzenesulfonate